C(C)N1[C@@H](CCC1)CC(=O)NC(COC1=NC=CC=C1C(F)(F)F)(C)C (S)-2-(1-ethyl-pyrrolidin-2-yl)-N-(2-methyl-1-((3-(trifluoromethyl)pyridin-2-yl)oxy)propan-2-yl)acetamide